magnesium aluminium iron phosphate P(=O)([O-])([O-])[O-].[Fe+2].[Al+3].[Mg+2]